C1(CC1)C1=CC(=C2C(N(C=NN21)CC(=O)OCC)=O)C2=CC=CC=C2 ethyl 2-(7-cyclopropyl-4-oxo-5-phenyl-pyrrolo[2,1-f][1,2,4]triazin-3-yl)acetate